R-fluorosulfonamide FS(=O)(=O)N